6-(4-Chlorophenoxy)-1,1-difluorohex-1-en-3-yl acetate C(C)(=O)OC(C=C(F)F)CCCOC1=CC=C(C=C1)Cl